C(C)(C)(C)OC(=O)N1C(CC1)COC=1C(=C2CC(CC2=CC1)C=O)C#N 2-[(4-cyano-2-formyl-2,3-dihydro-1H-inden-5-yl)oxymethyl]azetidine-1-carboxylic acid tert-butyl ester